C(C#C)OC/C=C/C(=O)O (E)-4-(prop-2-yn-1-yloxy)but-2-enoic acid